N'-(1,4-phenylenebis(methane-1-yl-1-ylidene))bis(N-phenylbenzene-1,4-diamine) C1(=CC=C(C=C1)C=NC1=CC=C(C=C1)NC1=CC=CC=C1)C=NC1=CC=C(C=C1)NC1=CC=CC=C1